9-Cyclopropylethynyl-2-((S)-1-[1,4]dioxan-2-ylmethoxy)-6,7-dihydropyrimido[6,1-a]isoquinolin-4-one C1(CC1)C#CC=1C=C2CCN3C(C2=CC1)=CC(=NC3=O)OC[C@H]3OCCOC3